C(C)(C)(C)OC(=O)N1CCC(CC1)CCN1C(CCC1)=O 4-(2-(2-oxopyrrolidin-1-yl)ethyl)piperidine-1-carboxylic acid tert-butyl ester